ClC1=CN=C(C2=CC=C(C=C12)NCC=1C=NC(=CC1)NCC1CC=2N(CC1)C=CN2)N 4-chloro-N6-[[6-(5,6,7,8-tetrahydroimidazo[1,2-a]pyridin-7-ylmethylamino)-3-pyridinyl]methyl]isoquinoline-1,6-diamine